N[C@@H]1CN(CC1)C1=C(C=NC=C1C1=NC2=C(N1)C=CC=C2C#C)C=2C=C(C#N)C=CC2 3-{4-[(3S)-3-Aminopyrrolidin-1-yl]-5-(4-ethynyl-1H-1,3-benzodiazol-2-yl)pyridin-3-yl}benzonitrile